O1C2=C(OCC1C=1NCC(N1)[2H])C=CC(=C2)[2H] 2-(2,3-dihydrobenzo[b][1,4]dioxin-2-yl-7-d)-4,5-dihydro-1H-imidazole-4-d